C(C1=CC=CC=C1)OC([C@H](NC(=O)OC(C)(C)C)COC)=O N-(tert-butoxycarbonyl)-O-methyl-D-serine benzyl ester